tert-Butyl (NE)-N-{(4S)-4-(3-amino-2-chlorophenyl)-1-[(2S*,6R*)-2,6-dimethyl-tetrahydropyran-4-yl]-4-methyl-6-oxohexahydropyrimidin-2-ylidene}carbamate NC=1C(=C(C=CC1)[C@]1(N/C(/N(C(C1)=O)C1C[C@@H](O[C@@H](C1)C)C)=N\C(OC(C)(C)C)=O)C)Cl |o1:16,18|